N-methyl-5-(4-((3-methyl-4-oxo-4,5-dihydro-3H-pyrrolo[2,3-c]quinolin-7-yl)methyl)piperazin-1-yl)picolinamide CNC(C1=NC=C(C=C1)N1CCN(CC1)CC=1C=CC=2C3=C(C(NC2C1)=O)N(C=C3)C)=O